N-(bis(2-(trifluoromethoxy)phenyl)phosphaneyl)-N-isopropyl-1,1-bis(4-(tributylsilyl)phenyl)phosphanamine FC(OC1=C(C=CC=C1)P(N(P(C1=CC=C(C=C1)[Si](CCCC)(CCCC)CCCC)C1=CC=C(C=C1)[Si](CCCC)(CCCC)CCCC)C(C)C)C1=C(C=CC=C1)OC(F)(F)F)(F)F